C(CCCCCCC\C=C/CCCCCCCC)N(CCC(=O)OC)CCCCCCCC\C=C/CCCCCCCC Methyl 3-(di((Z)-octadec-9-en-1-yl)amino)propanoate